O=S1(CCCC2=CC(=CC=C12)NC1=NC=C(C(=N1)N[C@H](CO)C1=CC=CC=C1)C1=NOC(=N1)C)=O (2S)-2-[[2-[(1,1-dioxo-3,4-dihydro-2H-thiochromen-6-yl)amino]-5-(5-methyl-1,2,4-oxadiazol-3-yl)pyrimidin-4-yl]amino]-2-phenyl-ethanol